O.C(C)(=O)CC(C)=O Acetylacetone Hydrate